silicon-Zirconium-aluminum [Al].[Zr].[Si]